perfluorodecylvinylether FC(=C(C(C(C(C(C(C(C(C(C(C(F)(F)F)(F)F)(F)F)(F)F)(F)F)(F)F)(F)F)(F)F)(F)F)(F)F)F)OC(=C(F)C(C(C(C(C(C(C(C(C(C(F)(F)F)(F)F)(F)F)(F)F)(F)F)(F)F)(F)F)(F)F)(F)F)(F)F)F